NCCC1=CN(C2=CC=CC=C12)C=1N=C(C2=C(N1)CCOC2)NC2=CSC=C2 2-(3-(2-Aminoethyl)-1H-indol-1-yl)-N-(thiophen-3-yl)-7,8-dihydro-5H-pyrano[4,3-d]pyrimidin-4-amine